(3-((benzyloxy) methyl)-4-ethyl-5-oxo-4,5-dihydro-1H-1,2,4-triazol-1-yl)-Isopropyl 5-fluoro-2-isobutyrylnicotinate FC=1C=NC(=C(C(=O)OC(C)(C)N2N=C(N(C2=O)CC)COCC2=CC=CC=C2)C1)C(C(C)C)=O